3-{6-chloro-4-[(3S)-tetrahydrofuran-3-ylamino]-1H-imidazo[4,5-c]pyridin-2-yl}-5-{2-[(2H3)methyloxy]phenyl}-1,6-naphthyridin-2(1H)-one methanesulfonate CS(=O)(=O)O.ClC1=CC2=C(C(=N1)N[C@@H]1COCC1)N=C(N2)C=2C(NC1=CC=NC(=C1C2)C2=C(C=CC=C2)OC([2H])([2H])[2H])=O